OCCNC1=NC=2N(C(N(C(C2N1CC1=CC(=CC=C1)COC1=CC=CC=C1)=O)C)=O)C 8-((2-Hydroxyethyl)amino)-1,3-dimethyl-7-(3-(phenoxymethyl)benzyl)-3,7-dihydro-1H-purine-2,6-dione